1,1,4,4-Tetramethyl-1,4-disilabutane C[SiH](CC[SiH](C)C)C